N-(4-((6,7-dimethoxyquinolin-4-yl)oxy)-3-fluorophenyl)-6-oxo-5-(4-(trifluoromethyl)phenyl)-2,3,5,6-tetrahydrofuro[3,2-c]pyridine-7-carboxamide COC=1C=C2C(=CC=NC2=CC1OC)OC1=C(C=C(C=C1)NC(=O)C1=C2C(=CN(C1=O)C1=CC=C(C=C1)C(F)(F)F)CCO2)F